2-(3-chloro-5-fluoro-phenyl)oxazole-5-carboxylic acid ClC=1C=C(C=C(C1)F)C=1OC(=CN1)C(=O)O